1-OCTANECARBOXYlIC ACID C(CCCCCCC)C(=O)O